NN(CC1=CC=C(C=C1)N)CNC(=N)N 1-(amino(4-aminobenzyl)amino)methyl-guanidine